1,4-Phenylendiamin C1(=CC=C(C=C1)N)N